2-methyl-2-(2-(2,6,6-trimethylcyclohex-1-en-1-yl)ethyl)thiazolidine-4-carboxylic acid CC1(SCC(N1)C(=O)O)CCC1=C(CCCC1(C)C)C